(R)-(2-(3-((3-carbamoyl-5-ethyl-6-propylpyrazin-2-yl)amino)phenyl)propyl)carbamic acid tert-butyl ester C(C)(C)(C)OC(NC[C@H](C)C1=CC(=CC=C1)NC1=NC(=C(N=C1C(N)=O)CC)CCC)=O